5-((4-(2,6-Dimethylmorpholino)-2-methylphenyl)amino)-3-methylbenzo[d]oxazol-2(3H)-one CC1OC(CN(C1)C1=CC(=C(C=C1)NC=1C=CC2=C(N(C(O2)=O)C)C1)C)C